tert-butyl (((1s,4s)-4-((4-(2,6-bis(benzyloxy)pyridin-3-yl)phenyl)amino)cyclohexyl)methyl)carbamate C(C1=CC=CC=C1)OC1=NC(=CC=C1C1=CC=C(C=C1)NC1CCC(CC1)CNC(OC(C)(C)C)=O)OCC1=CC=CC=C1